bipyridyl-5,5'-dicarbaldehyde N1=C(C=CC(=C1)C=O)C1=NC=C(C=C1)C=O